racemic-(2-methylphenyl)(pyrimidin-2-yl)methanol CC1=C(C=CC=C1)[C@@H](O)C1=NC=CC=N1 |r|